CC1=CC(=CC=C1)C[C@@H](C(=O)N[C@@H](CC[C@H](CN)O[C@H]2[C@@H]([C@H]([C@H]([C@H](O2)CO)O)O)O)C(=O)NCC(=O)N[C@@H](CCC(=O)O)C(=O)N[C@@H](CCC(=O)N)C(=O)NCC(=O)N3CCC[C@H]3C(=O)N[C@@H](CCCCN)C(=O)NCC(=O)N[C@@H](CCC(=O)O)C(=O)N[C@@H]([C@@H](C)O)C(=O)O)NC(=O)CNC(=O)[C@H](C)NC(=O)[C@H](C4CCCCC4)NC(=O)CN The molecule is a fifteen-membered glycopeptide comprising glycyl, cyclohexylglycyl, alanyl, glycyl, 3-methylphenylalanyl, (5R)-5-(beta-D-galactopyranosyloxy)lysyl, glycyl. alpha-glutamyl, glutaminyl, glycyl, prolyl, lysyl, glycyl, alpha-glutamyl and threonine residues coupled in sequence.